ClC1=C2C=CNC2=CC(=C1Cl)Cl 4,5,6-trichloroindole